(hydroxymethyl)-thianthrene OCC1=CC=CC=2SC3=CC=CC=C3SC12